C(#N)CN1C(=NC=C1)CS(=O)(=O)O.NCCNCCC[Si](OC)(OC)OC N-β-aminoethyl-γ-aminopropyl-trimethoxysilane 1-cyanomethylimidazolemethanesulphonate